CS(=N)(=O)CC[C@@H](C(=O)[O-])[NH3+] The molecule is an L-alpha-amino acid zwitterion obtained by transfer of a proton from the carboxy to the amino group of L-methionine sulfoximine; major miscrospecies at pH 7.3. It is a tautomer of a L-methionine sulfoximine.